6-chloro-1-(5-hydroxypyrazin-2-yl)-4-oxo-7-[(2R)-2-[(pyridin-2-yloxy)methyl]pyrrolidine-1-yl]-1,4-dihydroquinoline-3-carboxylic acid ClC=1C=C2C(C(=CN(C2=CC1N1[C@H](CCC1)COC1=NC=CC=C1)C1=NC=C(N=C1)O)C(=O)O)=O